(1R,2S,5S)-6,6-dimethyl-3-aza-bicyclo-[3.1.0]hexane-2-carboxylic acid methyl ester hydrochloride Cl.COC(=O)[C@@H]1[C@H]2C([C@H]2CN1)(C)C